C=C1C=CCCC1 1-methylenecyclohexene